COCCNC(=O)C=1SC=C(C1NC(CN1CCCCC1)=O)C N-(2-methoxyethyl)-4-methyl-3-(2-(piperidin-1-yl)acetamido)thiophene-2-carboxamide